ClC1=C(C=C(C=C1)C1CCN(CC1)C(=O)OC(C)(C)C)NC1=NC=C(C(=N1)Cl)C(F)(F)F tert-butyl 4-(4-chloro-3-((4-chloro-5-(trifluoromethyl)pyrimidin-2-yl)amino)phenyl)piperidine-1-carboxylate